[C@H]12CN(C[C@H](CC1)N2)C=2C1=C(N=C(N2)OC[C@H]2N(C[C@@H](C2)F)CC)C(=C(N=C1C#CC)C1=CC(=CC2=CC=C(C(=C12)C#C)F)O)F 4-(4-((1R,5S)-3,8-diazabicyclo[3.2.1]oct-3-yl)-2-(((2S,4R)-1-ethyl-4-fluoropyrrolidin-2-yl)methoxy)-8-fluoro-5-(propynyl)pyrido[4,3-d]pyrimidin-7-yl)-5-ethynyl-6-fluoronaphthalen-2-ol